C(CCCCCCCCCCCCCCCCC)OC=1C=C(CC(C(=O)O[C@@]2(C[C@@H](O[C@@H]2CO)N2C(=O)NC(=O)C(C)=C2)O)CC(=O)[O-])C=C(C1OCCCCCCCCCCCCCCCCCC)OCCCCCCCCCCCCCCCCCC deoxythymidin-3'-yl 3,4,5-tris(octadecyloxy)benzylsuccinate